6-fluoro-5-(4-((5-fluoro-2-methyl-3-oxo-3,4-dihydroquinoxalin-6-yl)methyl)-7-oxo-1,4-diazepan-1-yl)-N-methylpicolinamide FC1=C(C=CC(=N1)C(=O)NC)N1CCN(CCC1=O)CC=1C(=C2NC(C(=NC2=CC1)C)=O)F